(S)-N-(2-fluoro-5-(2-((R)-2-hydroxypropoxy)-6-morpholinopyridin-4-yl)-4-methylphenyl)-3-(2,2,2-trifluoroethyl)pyrrolidine-1-carboxamide FC1=C(C=C(C(=C1)C)C1=CC(=NC(=C1)N1CCOCC1)OC[C@@H](C)O)NC(=O)N1C[C@@H](CC1)CC(F)(F)F